C(C)(=O)N[C@@H](CC(N)=O)C(=O)O Acetylasparagine